methyl 2-(4-(4-(tert-butoxycarbonyl)piperazin-1-yl)bicyclo[2.2.2]octan-1-yl)-5-nitro-2H-indazole-6-carboxylate C(C)(C)(C)OC(=O)N1CCN(CC1)C12CCC(CC1)(CC2)N2N=C1C=C(C(=CC1=C2)[N+](=O)[O-])C(=O)OC